ClCCCCCCOCCOCCNC(OC1CC\C=C\CCC1)=O (E)-cyclooct-4-en-1-yl (2-(2-((6-chlorohexyl)oxy)ethoxy)ethyl)carbamate